1,4-ethano-1,4,8,11-tetraazacyclotetradecane N12CCN(CCCNCCNCCC1)CC2